CN1CCN(CC1)C1CCN(CC1)C=1C=NC2=CC=C(C=C2C1)C=1C(=NNC1)C1=NC(=CC=C1)C 3-(4-(4-methylpiperazin-1-yl)piperidin-1-yl)-6-(3-(6-methylpyridin-2-yl)-1H-pyrazol-4-yl)quinoline